The molecule is a nitroarene consisting of benzene carrying a single nitro substituent. An industrial chemical used widely in the production of aniline. It is a member of nitrobenzenes and a nitroarene. C1=CC=C(C=C1)[N+](=O)[O-]